(1R,4R)-4-((9-[4-(2,6-dioxopiperidin-3-yl)-2-fluorophenyl]-3,9-diazaspiro[5.5]undec-3-ylmethyl)cyclohexyl)indazol-5-yl-6-(trifluoromethyl)pyridine-2-carboxamide O=C1NC(CCC1C1=CC(=C(C=C1)N1CCC2(CCN(CC2)CC2(CCCCC2)C2=C3C=NNC3=CC=C2C=2C(=NC(=CC2)C(F)(F)F)C(=O)N)CC1)F)=O